Cl.NCC(=O)C1=CC=CC=C1 2-amino-1-(phenyl)ethanone hydrochloride